FC1=C(C=CC(=C1F)OC)C1=CN=C2N1C=CN=C2NC2=CC(=C(C(=O)NCC(=O)NCCO)C=C2)CC 4-((3-(2,3-difluoro-4-methoxyphenyl)imidazo[1,2-a]pyrazin-8-yl)amino)-2-ethyl-N-(2-((2-hydroxyethyl)amino)-2-oxoethyl)benzamide